CN(CCOC=1N=C(C2=C(N1)CNCC2)N2CC(N(CC2)C(=O)OC(C)(C)C)C(=O)OC)C 1-tert-butyl 2-methyl 4-[2-[2-(dimethylamino)ethoxy]-5,6,7,8-tetrahydropyrido[3,4-d]pyrimidin-4-yl]piperazine-1,2-dicarboxylate